CC1=CC=CC=2C(C3=CC=CC(=C3C12)C)O 4,5-dimethyl-9-fluorenol